COC=1C=C2CN(CC2=CC1)C1=NC=CC(=N1)C1=NC=CC(=N1)C#CN1C(C2=CC=CC=C2C1)=O ((2'-(5-methoxyisoindolin-2-yl)-[2,4'-bipyrimidin]-4-yl)ethynyl)isoindolin-1-one